7-[[5-[3,3-difluoro-4-(methylamino)-1-piperidyl]-2-pyridyl]amino]-4-(1-methylpyrrolo[2,3-b]pyridin-4-yl)-2,3-dihydropyrrolo[3,4-c]pyridin-1-one FC1(CN(CCC1NC)C=1C=CC(=NC1)NC=1C2=C(C(=NC1)C1=C3C(=NC=C1)N(C=C3)C)CNC2=O)F